(R)-2-(6-((1-(5-fluoro-2-(hydroxymethyl)pyridin-3-yl)-ethyl)-amino)imidazo[1,2-b]pyridazin-3-yl)pyridin-4-ol FC=1C=C(C(=NC1)CO)[C@@H](C)NC=1C=CC=2N(N1)C(=CN2)C2=NC=CC(=C2)O